(cyclohexylmethyl)-3-methyl-1,5,9-triazacyclododecan C1(CCCCC1)CN1CC(CNCCCNCCC1)C